(R)-6-chloro-3-((1-(3,6-dimethyl-2-(1-methyl-1H-pyrazol-4-yl)-4-oxo-3,4-dihydroquinazolin-8-yl)ethyl)amino)picolinic acid ClC1=CC=C(C(=N1)C(=O)O)N[C@H](C)C=1C=C(C=C2C(N(C(=NC12)C=1C=NN(C1)C)C)=O)C